3-amino-N-(4-(6-amino-8-butyl-9H-purin-9-yl)butyl)benzamide NC=1C=C(C(=O)NCCCCN2C3=NC=NC(=C3N=C2CCCC)N)C=CC1